N[C@@H](C(=O)N[C@@H]1C[C@@](NCC1)(C(=O)O)CCCCB(O)O)C(C)C (2R,4S)-4-[[(2R)-2-amino-3-methyl-butanoyl]amino]-2-(4-boronobutyl)piperidine-2-carboxylic acid